COC(C1=CC(=C(C=C1)O)I)=O 3-iodo-4-hydroxybenzoic acid methyl ester